tert-butyl (6-(4-(6-methylpyridin-2-yl)-1H-pyrazol-1-yl)hexyl)carbamate CC1=CC=CC(=N1)C=1C=NN(C1)CCCCCCNC(OC(C)(C)C)=O